(3S,4R)-4-((7-(5-(2-ethoxy-1,1,1-trifluoropropan-2-yl)pyridin-2-yl)-5-fluoropyrrolo[2,1-f][1,2,4]triazin-2-yl)amino)tetrahydro-2H-pyran-3-ol C(C)OC(C(F)(F)F)(C)C=1C=CC(=NC1)C1=CC(=C2C=NC(=NN21)N[C@H]2[C@@H](COCC2)O)F